O=C1NC(CCC1N1C(N(C2=C1C=CC(=C2)C#CC2CCN(CC2)C(=O)OC(C)(C)C)C)=O)=O tert-butyl 4-[2-[1-(2,6-dioxo-3-piperidyl)-3-methyl-2-oxo-benzimidazol-5-yl]ethynyl]piperidine-1-carboxylate